O.O.C(C1=CC=CC=C1)(=O)[O-].[Na+].B([O-])(O)O.[Na+] sodium borate sodium benzoate dihydrate